CC(C(=O)O)CCCCCCC=CCC=CCC=CCC methyl-9,12,15-octadecatrienoic acid